amino-7-(prop-2-yn-1-yl)-7,9-dihydro-8H-purin-8-one NC1=NC=C2N(C(NC2=N1)=O)CC#C